1-(2-hydroxy-4,6-dimethyl-phenyl)ethanone OC1=C(C(=CC(=C1)C)C)C(C)=O